tert-butyl (4-(7-oxo-5,6,7,8-tetrahydro-1,8-naphthyridin-4-yl)benzyl)carbamate O=C1CCC=2C(=CC=NC2N1)C1=CC=C(CNC(OC(C)(C)C)=O)C=C1